C(C)(C)(C)OC(=O)[C@@H]1C[C@H](C=2N1C=1N(C(C2Br)=O)N=C(N1)C=1CCOCC1)C (7r,9s)-6-bromo-2-(3,6-dihydro-2H-pyran-4-yl)-7-methyl-5-oxo-5,7,8,9-tetrahydropyrrolo[1,2-c][1,2,4]triazolo[1,5-a]pyrimidine-9-carboxylic acid tert-butyl ester